3-((4-(4-(2-(1-aminopiperidin-4-yl)ethyl)piperazin-1-yl)phenyl)amino)piperidine-2,6-dione NN1CCC(CC1)CCN1CCN(CC1)C1=CC=C(C=C1)NC1C(NC(CC1)=O)=O